N1=CC(=CC2=CC=CC=C12)C1=CC=C(C=C1)NC1=CC=C(C=C1)C=1C=NC2=CC=CC=C2C1 bis(4-(quinolin-3-yl)phenyl)amine